(R)-7-((6-(1-(dimethylamino)ethyl)-5-(tetrahydro-2H-pyran-4-yl)pyridin-2-yl)amino)-4-(7-fluoroimidazo[1,2-a]pyridin-3-yl)isoindolin-1-one CN([C@H](C)C1=C(C=CC(=N1)NC=1C=CC(=C2CNC(C12)=O)C1=CN=C2N1C=CC(=C2)F)C2CCOCC2)C